FC1(CCC(CC1)NC1COC2(C1)CCN(CC2)S(=O)(=O)C=2C=C(C#N)C=CC2F)F 3-((3-((4,4-Difluorocyclohexyl)amino)-1-oxa-8-azaspiro[4.5]decan-8-yl)sulfonyl)-4-fluorobenzonitrile